ethyl-N-(oxetan-3-yl)piperidin-4-amine trifluoroacetate FC(C(=O)O)(F)F.C(C)N1CCC(CC1)NC1COC1